BrC1=C(C2=C(C(=N1)OC)N=C(S2)NC(=O)C=2C=NN(C2)C)N2CCOCC2 1-Methyl-1H-pyrazole-4-carboxylic acid (6-bromo-4-methoxy-7-morpholin-4-yl-thiazolo[4,5-c]pyridin-2-yl)-amide